2-[[((4-pyridyl)methyl)hydroxyphosphinyl]oxy]pentanedioic acid N1=CC=C(C=C1)CP(=O)(OC(C(=O)O)CCC(=O)O)O